FC1=CC=C(C=C1)C1CCN(C(O1)=O)C1=CC(=NN1)C1=CC=NC=C1 6-(4-fluorophenyl)-3-[3-(4-pyridyl)-1H-pyrazol-5-yl]-1,3-oxazinan-2-one